(2R)-1-tert-Butoxycarbonyl-azetidine-2-carboxylic acid C(C)(C)(C)OC(=O)N1[C@H](CC1)C(=O)O